4-(1-ethylpyrrolo[2,3-b]pyridin-4-yl)-7-[[5-(4-methylpiperazin-1-yl)-2-pyridyl]amino]isoindolin-1-one C(C)N1C=CC=2C1=NC=CC2C2=C1CNC(C1=C(C=C2)NC2=NC=C(C=C2)N2CCN(CC2)C)=O